3-methyl-1-(quinolin-8-yl)-1H-pyrazole-5(4H)-one CC1=NN(C(C1)=O)C=1C=CC=C2C=CC=NC12